FC=1C=CC=2C(C3=CC=C(C=C3C2C1)F)NC(=O)C=1C(NC(=CC1)C(F)(F)F)=O N-(3,6-difluoro-9H-fluoren-9-yl)-2-oxo-6-(trifluoromethyl)-1,2-dihydropyridine-3-carboxamide